NC1=NC=CC(=C1)C1=CNC=2N=CN=C(C21)NC(C)C2=NC(=CC=C2)N2C[C@H](N[C@H](C2)C)C 5-(2-Aminopyridin-4-yl)-N-(1-(6-((3R,5S)-3,5-dimethylpiperazin-1-yl)pyridin-2-yl)ethyl)-7H-pyrrolo[2,3-d]pyrimidin-4-amine